FC(C(C1=C(C=CC=C1)OC)O[Si](CC)(CC)CC)(C=C)F ((2,2-difluoro-1-(2-methoxyphenyl)but-3-en-1-yl)oxy)triethylsilane